COC1=CC=C(CN2C[C@@H](C[C@@H]2C2=CC=CC=C2)NC(OC(C)(C)C)=O)C=C1 tert-butyl ((3R,5R)-1-(4-methoxybenzyl)-5-phenylpyrrolidin-3-yl)carbamate